6-bromo-4-[[(1S)-1-cyclopropyl-2,2-difluoro-3-hydroxy-propyl]amino]-7-fluoro-1H-quinolin-2-one BrC=1C=C2C(=CC(NC2=CC1F)=O)N[C@H](C(CO)(F)F)C1CC1